C(#N)C=1C=CC2=C(N(C(=N2)NC(CC(C)(O)C2CCCC2)=O)C2CCC2)C1 N-(6-cyano-1-cyclobutyl-1H-benzo[d]imidazol-2-yl)-3-cyclopentyl-3-hydroxybutanamide